2-[2-(1H-1,2,3-triazol-5-yl)acetyl]-2-azabicyclo[3.1.0]hexane-3-carboxamide N1N=NC=C1CC(=O)N1C2CC2CC1C(=O)N